N1C(C=2N=CN=C3C=CC=C1C23)=O pyrrolo[4,3,2-de]quinazolin-2(1H)-one